C(C)(C)(C)C1=CC(=NNC1=O)OC1=C(C=C(C=C1)N\N=C(/C(=O)NC(OCC)=O)\C#N)F ethyl (Z)-(2-(2-(4-((5-(tert-butyl)-6-oxo-1,6-dihydropyridazin-3-yl)oxy)-3-fluorophenyl)hydrazineylidene)-2-cyanoacetyl)carbamate